NC1=C([N+](=CC2=C(C=CC=C12)C=1C=NC=CC1OC)[O-])C(NCCC)=O 4-amino-8-(4-methoxypyridin-3-yl)-3-(propylcarbamoyl)isoquinoline-2-oxide